4-[3-[(3R,9aS)-3-(3-Chloro-4-fluorophenyl)-3,4,6,7,9,9a-hexahydro-1H-pyrazino[2,1-c][1,4]oxazin-8-carbonyl]-2-chlorophenyl]-6-methyl-1H-pyridin-2-on ClC=1C=C(C=CC1F)[C@@H]1CN2[C@H](CO1)CN(CC2)C(=O)C=2C(=C(C=CC2)C2=CC(NC(=C2)C)=O)Cl